ClC=1C2=C(C(N(N1)C)=O)NC(C(=C2)N2CCOCC2)=O 5-chloro-7-methyl-3-morpholino-1,7-dihydropyrido[2,3-d]pyridazine-2,8-dione